CC1C(N(C2CC1C2)C(=O)C2=NC(=CC=C2N2N=CC=N2)C)COC2=NC=C(C=C2)C(F)(F)F cis-4-Methyl-2-[6-methyl-3-(2H-1,2,3-triazol-2-yl)pyridin-2-carbonyl]-3-({[5-(trifluoromethyl)pyridin-2-yl]oxy}methyl)-2-azabicyclo[3.1.1]heptan